(S)-2-(4-(2-(4-(5-(3,5-difluorophenyl)-4,5-dihydro-1H-pyrazole-1-carbonyl)piperazin-1-yl)-5-fluoropyrimidin-4-yl)-1H-pyrazol-1-yl)acetamide FC=1C=C(C=C(C1)F)[C@@H]1CC=NN1C(=O)N1CCN(CC1)C1=NC=C(C(=N1)C=1C=NN(C1)CC(=O)N)F